N-(9,9-diphenyl-9H-fluoren-2-yl)-N-(4-(phenanthren-2-yl)phenyl)-9,9-diphenyl-9H-fluoren-2-amine C1(=CC=CC=C1)C1(C2=CC=CC=C2C=2C=CC(=CC12)N(C1=CC=2C(C3=CC=CC=C3C2C=C1)(C1=CC=CC=C1)C1=CC=CC=C1)C1=CC=C(C=C1)C1=CC=2C=CC3=CC=CC=C3C2C=C1)C1=CC=CC=C1